N*5*-(4-methoxyphenyl)-6-phenyl-[1,2,4]triazine-3,5-diamine COC1=CC=C(C=C1)NC=1N=C(N=NC1C1=CC=CC=C1)N